FC=1C=2N(C=C(C1)NC(=O)C=1C=3N=C(C=NC3C(=CC1)N1CCNCC1)OC)C=C(N2)C N-{8-fluoro-2-methylimidazo[1,2-a]pyridin-6-yl}-3-methoxy-8-(piperazin-1-yl)quinoxaline-5-carboxamide